1-(5-(trifluoromethyl)pyrimidin-2-yl)-1,2,3,6-tetrahydropyridin-4-carboxylic acid FC(C=1C=NC(=NC1)N1CCC(=CC1)C(=O)O)(F)F